C(C)C=1C(N(C2=CC(=CC(=C2C1)C)CO)[2H])=O 3-ethyl-7-(hydroxymethyl)-5-methylquinolin-2(1H)-one-1-d